FC1=C(OC2=CC=C(C=C2)C=2N=C(N3C2C=NC=C3)C3CCC2N(C(N(CC2)C)=O)C3)C=CC=C1OC 7-(1-(4-(2-fluoro-3-methoxyphenoxy)phenyl)imidazo[1,5-a]pyrazin-3-yl)-2-methyloctahydro-1H-pyrido[1,2-c]pyrimidin-1-one